C(CC(=O)C)(=O)ON acetoacetoxyamine